C(C1=CC=CC=C1)N1[C@H]([C@H](CC1)NC(C1=C(C=C(C(=C1)Cl)NC)OC)=O)C N-[(2S,3S)-1-benzyl-2-methylpyrrolidin-3-yl]-5-chloro-2-methoxy-4-(methylamino)benzamide